2-((2-chlorobenzyl)thio)-4-(4-methoxy-3-methylphenyl)-6-oxo-1,6-dihydropyrimidine-5-carbonitrile ClC1=C(CSC=2NC(C(=C(N2)C2=CC(=C(C=C2)OC)C)C#N)=O)C=CC=C1